9-(3-aminobutyl)-N8-(3-chloro-5-(trifluoromethyl)phenyl)-N2-cyclopentyl-9H-purine-2,8-diamine NC(CCN1C2=NC(=NC=C2N=C1NC1=CC(=CC(=C1)C(F)(F)F)Cl)NC1CCCC1)C